C(C)(C)[N+](=CC1=CC=C(C=C1)C(C)C)[O-] N-isopropyl-1-(4-isopropylphenyl)methanimine oxide